2-[4-(cyclopropylcarbonyl)-phenyl]-2-methyl-propionitrile C1(CC1)C(=O)C1=CC=C(C=C1)C(C#N)(C)C